isopentenyl-adenosine C(CC(=C)C)[C@@]1([C@H](O)[C@H](O)[C@@H](CO)O1)N1C=NC=2C(N)=NC=NC12